ClC=1C(=C(C=C(C1CC1=C(C(=C(C=C1)O)C(C)C)F)Cl)NC(C)=O)F N-(3,5-dichloro-2-fluoro-4-(2-fluoro-4-hydroxy-3-isopropylbenzyl)phenyl)acetamide